ClC=1C=C(C=CC1)NC1=NC=2C=C(C=CC2C=2N1C=C(N2)C(C)C)C(=O)O 5-((3-chlorophenyl)amino)-2-isopropylimidazo[1,2-c]quinazoline-8-carboxylic acid